C1(=CC=CC=C1)NC1=NN=NN1CCC[Si](OCC)(OCC)OCC 5-Phenylamino-1-[3-(triethoxysilyl)propyl]-1H-tetrazol